OC1=CC=C(C=C1)/C=C/C(=O)C1=C(C=CC=C1OCC1=CC=CC=C1)O (E)-3-(4-Hydroxyphenyl)-1-(2-hydroxy-6-phenylmethoxyphenyl)prop-2-en-1-one